2-methyl-propane-1-amine CC(CN)C